N(=[N+]=[N-])[C@@H]1C[C@H](N(C1)C(=O)OC(C)(C)C)C(N(C)C)=S tert-butyl (2S,4R)-4-azido-2-(dimethylcarbamothioyl)pyrrolidine-1-carboxylate